Cl.Cl.FC=1C(=C2C(=NC1)NC=C2)C2CCNCC2 4-[5-fluoro-1H-pyrrolo[2,3-b]pyridin-4-yl]piperidine dihydrochloride